C(C=C)(=O)OC1=CC(=C(C=C1)OC(C)=O)O (4-acetoxy-3-hydroxyphenyl) acrylate